N-hydroxy-3-((4-methoxy-1-(2-methoxyethyl)-1H-benzo[d]imidazol-2-yl)amino)benzamide ONC(C1=CC(=CC=C1)NC1=NC2=C(N1CCOC)C=CC=C2OC)=O